(S)-N-((R)-1-(3-chloro-2-(trifluoromethyl)pyridin-4-yl)pent-4-en-1-yl)-2-methylpropan-2-sulfinamide ClC=1C(=NC=CC1[C@@H](CCC=C)N[S@@](=O)C(C)(C)C)C(F)(F)F